C1(CCCCC1)CNC=1SC(=C(N1)C)C=1C=CC(=C(C1)S(=O)(=O)NC1=CC=C(C=C1)C(F)(F)F)OC 5-[2-(cyclohexylmethylamino)-4-methyl-thiazol-5-yl]-2-methoxy-N-[4-(trifluoromethyl)phenyl]benzenesulfonamide